(S)-ethyl 2-(1-(tert-butoxycarbonyl)pyrrolidin-2-yl)-4-(4-((4-methylpyridin-2-yl)carbamoyl)phenyl)-1H-imidazole-5-carboxylate C(C)(C)(C)OC(=O)N1[C@@H](CCC1)C=1NC(=C(N1)C1=CC=C(C=C1)C(NC1=NC=CC(=C1)C)=O)C(=O)OCC